N1(CCNCC1)C(=O)OC(C)(C)C tert-butyl Piperazine-1-carboxylate